1-(4-(2,2-diethoxyethoxy)phenyl)dihydropyrimidine-2,4(1H,3H)-dione C(C)OC(COC1=CC=C(C=C1)N1C(NC(CC1)=O)=O)OCC